1-vinyloxy-3,4-xylene C(=C)OC1=CC(=C(C=C1)C)C